1-(2,3-dihydro-1-methyl-2-oxo-1H-indol-3-yl)-3-(acetyl)-pyridinium CN1C(C(C2=CC=CC=C12)[N+]1=CC(=CC=C1)C(C)=O)=O